2-Cyclopropyl-5-(trifluoromethoxy)benzoic acid methyl ester COC(C1=C(C=CC(=C1)OC(F)(F)F)C1CC1)=O